N[C@H](C(=O)O)[C@@H](C)C1=CNC2=C(C=CC=C12)C (2S,3S)-2-Amino-3-(7-methyl-1H-indol-3-yl)butanoic acid